Methyl 4-(5-methylpyridin-2-yl)benzoate CC=1C=CC(=NC1)C1=CC=C(C(=O)OC)C=C1